2-(4-(3-bromonaphthalen-2-yl)phenyl)-4,6-diphenyl-1,3,5-triazine BrC=1C(=CC2=CC=CC=C2C1)C1=CC=C(C=C1)C1=NC(=NC(=N1)C1=CC=CC=C1)C1=CC=CC=C1